hydroxy-[1,1':3',1''-terphenyl] OC1=C(C=CC=C1)C1=CC(=CC=C1)C1=CC=CC=C1